(+-)-(3aS,5R,6aR)-5-((4-methoxybenzyl)amino)hexahydro-1H-cyclopenta[c]furan-1-one COC1=CC=C(CN[C@@H]2C[C@H]3[C@H](C(OC3)=O)C2)C=C1 |r|